COC[C@@H]1C[C@@H](CC1)C1=NC2=CC=C(C=C2C=C1)C=O 2-((1R,3s)-3-(methoxymethyl)cyclopentyl)quinoline-6-carbaldehyde